FC1CC2CCCN2C1 2-fluoro-1,2,3,5,6,7-hexahydropyrrolizin